C1=CC=CC=2C3=CC=CC=C3N(C12)C1=CC=C(C=C1)C=1C=CC=2N(C3=CC=CC=C3C2C1)C1=NC(=NC(=N1)C1=CC=CC=C1)C1=CC=CC=C1 3-(4-(9H-carbazol-9-yl)phenyl)-9-(4,6-diphenyl-1,3,5-triazin-2-yl)-9H-carbazol